C1(CC1)C=1OC=C(N1)C=1C=C(C=CC1)N(C(=O)[C@@H]1CC[C@H](CC1)C(C)(C)O)C[C@@H]1CC[C@H](CC1)C1=NC(=C(C=C1)OC)C trans-N-(3-(2-Cyclopropyloxazol-4-yl)phenyl)-4-(2-hydroxypropan-2-yl)-N-((trans-4-(5-methoxy-6-methylpyridin-2-yl)cyclohexyl)methyl)cyclohexane-carboxamide